FC=1C(=NC=CC1CC=1C=NC=C(C1C)NC1=C(C=C(C=C1)CC(C)C)F)N 3-fluoro-4-[[5-(2-fluoro-4-isobutyl-anilino)-4-methyl-3-pyridinyl]methyl]pyridin-2-amine